C(CCC)C1=NC=2C(=C(N=NC2N)OC(C)C)N1 2-butyl-7-isopropoxy-1H-imidazo[4,5-d]pyridazin-4-amine